CN(C)CC1=NC=CC(=C1)C1=NOC(=N1)[C@H](C)NC(=O)C1=CC(=NN1C)C(F)(F)F (S)-N-(1-(3-(2-((dimethylamino)methyl)pyridin-4-yl)-1,2,4-oxadiazol-5-yl)ethyl)-1-methyl-3-(trifluoromethyl)-1H-pyrazole-5-carboxamide